tetra-1-naphthyl-[1,1'-biphenyl]-4,4'-diamine C1(=CC=CC2=CC=CC=C12)C1=C(C(=C(C(=C1C1=CC=C(C=C1)N)C1=CC=CC2=CC=CC=C12)C1=CC=CC2=CC=CC=C12)N)C1=CC=CC2=CC=CC=C12